4,4'-[1-[4-[1-(4-hydroxyPhenyl)-1-methylethyl]phenyl]ethylidene]bisphenol OC1=CC=C(C=C1)C(C)(C)C1=CC=C(C=C1)C(C)(C1=CC=C(C=C1)O)C1=CC=C(C=C1)O